N[C@@H](C)C(=O)O[C@@]1(C(OCC=2C(N3CC=4C(=NC=5C=CC=CC5C4CC)C3=CC21)=O)=O)CC (4S)-4,11-diethyl-3,14-dioxo-3,4,12,14-tetrahydro-1H-pyrano[3',4':6,7]indolizino[1,2-b]quinolin-4-yl L-alaninate